CCCCCCCCCCCCC[C@@H]1C[C@H](C[C@]2(O1)CC[C@@]3(O2)C=CC(=O)C[C@@H]3O)O The molecule is an oxaspiro compound that is 1,7-dioxadispiro[5.1.5.2]pentadec-9-en-11-one substituted by hydroxy groups at positions 4 and 13 and a tridecyl group at position 2 (the (2R,4R,6S,8R,13S stereoisomer). It is isolated from the leaves of Amomum aculeatum and exhibits toxicity against some cancer cell lines like human lung carcinoma, hormone-dependent lung carcinoma and human breast carcinoma. It has a role as a metabolite and an antineoplastic agent. It is an oxaspiro compound, an organic heterotricyclic compound, an enone and a spiroketal.